O1CCN2C=CCC3=CC=CC1=C23 2,3-dihydro-7H-[1,4]oxazino[2,3,4-ij]quinolin